4-Benzyl-2-(pyridin-2-yl)morpholine C(C1=CC=CC=C1)N1CC(OCC1)C1=NC=CC=C1